(3beta,5alpha,6a)-Cholesta-8,14-diene-3,6-diol CC(C)CCC[C@@H](C)[C@H]1CC=C2C=3C[C@@H]([C@H]4C[C@H](CC[C@]4(C)C3CC[C@]12C)O)O